N[C@@H]1CN(CC[C@H]1F)C1=NC2=C(N1CC1=CC(=C(C#N)C=C1)C)C=C(C(=C2)F)F 4-((2-((3r,4r)-3-amino-4-fluoro-1-piperidinyl)-5,6-difluoro-1H-benzoimidazol-1-yl)methyl)-2-methylbenzonitrile